BrC=1C(=C(C=CC1)C(C=C([2H])C1=C(C=C(C=C1)Cl)F)=O)O 1-(3-bromo-2-hydroxyphenyl)-3-(4-chloro-2-fluorophenyl)prop-2-en-1-one-3-d